Pentafluorophenyl (1r,4r)-4-(Buta-2,3-dienamidomethyl)cyclohexane-1-carboxylate C(C=C=C)(=O)NCC1CCC(CC1)C(=O)OC1=C(C(=C(C(=C1F)F)F)F)F